C(C)OC(CC(F)(F)F)=N ethyl-3,3,3-trifluoropropanimidate